methyl 1-(2-(3-((methylamino) methyl) phenoxy) ethyl)-1H-indole-6-carboxylate CNCC=1C=C(OCCN2C=CC3=CC=C(C=C23)C(=O)OC)C=CC1